C(C#CC)(=O)N[C@@H]1CN(C[C@H](C1)F)C1=C2C(=C(NC2=C(C(=C1F)F)C(=O)N)C)Cl 4-((3S,5S)-3-(but-2-ynamido)-5-fluoropiperidin-1-yl)-3-chloro-5,6-difluoro-2-methyl-1H-indole-7-carboxamide